[Ru](Cl)Cl.C1(=CC=CC=C1)C1(CC(=NC=C1)C1=NC=CC=C1)C1=CC=CC=C1.C1(=CC=CC=C1)C1(CC(=NC=C1)C1=NC=CC=C1)C1=CC=CC=C1.C1(=CC=CC=C1)C1(CC(=NC=C1)C1=NC=CC=C1)C1=CC=CC=C1 Tris(4,4-diphenyl-2,2-bipyridine) ruthenium(II) chloride